2,4-dichloro-1,1'-biphenyl ClC1=C(C=CC(=C1)Cl)C1=CC=CC=C1